N1=NN(C2=NC=CC=C21)C2=CC(=C(C(=O)N([C@H]1CNCCC1)C1=NC=CC3=CC(=CC=C13)Br)C=C2)F (R)-4-(3H-[1,2,3]triazolo[4,5-b]pyridin-3-yl)-N-(6-bromoisoquinolin-1-yl)-2-fluoro-N-(piperidin-3-yl)benzamide